COC1=C(CNCCC2=CC(=C(C(=C2)OC)OC)OC)C=CC=C1 N-(2-methoxybenzyl)-3,4,5-trimethoxyphenethylamine